pyrrolidine-phosphate P(=O)(O)(O)O.N1CCCC1